5-(3-acetyl-1-(2-((1R,3S,5R)-3-((6-bromo-3-methylpyridin-2-yl)carbamoyl)-5-methyl-2-azabicyclo[3.1.0]hexan-2-yl)-2-oxoethyl)-7-methyl-1H-indazol-5-yl)-2-methylpyrimidine 1-oxide C(C)(=O)C1=NN(C2=C(C=C(C=C12)C=1C=NC(=[N+](C1)[O-])C)C)CC(=O)N1[C@@H]2C[C@@]2(C[C@H]1C(NC1=NC(=CC=C1C)Br)=O)C